ClC=1C=CC(=NC1)[C@@H](C(C)C)NCCCC[C@H](C(=O)OC)C[C@@H](OC)C1=CC=C(C=C1)F methyl (S)-6-(((R)-1-(5-chloropyridin-2-yl)-2-methylpropyl)amino)-2-((R)-2-(4-fluorophenyl)-2-methoxyethyl)hexanoate